C(#N)[C@H]1N([C@H]2C[C@H]2C1)C(CNC(=O)C1=CC=NC2=CC(=CC=C12)C1CC1)=O N-(2-((1s,3s,5s)-3-cyano-2-azabicyclo[3.1.0]hex-2-yl)-2-oxoethyl)-7-cyclopropylquinoline-4-carboxamide